C(CCCCCCC)(=O)C=1C=CC=2N(C3=CC=CC=C3C2C1)C1=CC=C(C=C1)[N+](=O)[O-] 3-octanoyl-9-(4-nitrophenyl)carbazole